(+/-)-2-(p-isobutylphenyl)propionic acid CC(C)CC1=CC=C(C=C1)C(C)C(=O)O